N-[(2E)-3-{[3-fluoro-4-(methylamino)phenyl](imino)oxo-λ6-sulfanyl}prop-2-en-1-yl]-3-oxo-2,3,5,6,7,8-hexahydroisoquinoline-4-carboxamide FC=1C=C(C=CC1NC)S(/C=C/CNC(=O)C=1C(NC=C2CCCCC12)=O)(=O)=N